2-(Difluoromethyl)-5-(6-((4-(3,5-difluorophenyl)-1H-1,2,3-triazol-1-yl)methyl)pyridin-3-yl)-1,3,4-oxadiazole FC(C=1OC(=NN1)C=1C=NC(=CC1)CN1N=NC(=C1)C1=CC(=CC(=C1)F)F)F